OCC1=C(C=CC(=C1)F)B(O)O 2-hydroxymethyl-4-fluorophenylboronic acid